F[C@H]1CN(CC[C@H]1NC1=CC=CC=2N1N=C(C2SC(F)(F)F)I)C N-((3S,4R)-3-fluoro-1-methylpiperidin-4-yl)-2-iodo-3-((trifluoromethyl)thio)pyrazolo[1,5-a]pyridin-7-amine